(1S,2R,3S,4R)-2,3-dihydroxy-4-(4-(methylamino)-7H-pyrrolo[2,3-d]pyrimidin-7-yl)-N-(2-((3-phenoxyphenethyl)amino)ethyl)cyclopentane-1-carboxamide O[C@@H]1[C@H](C[C@H]([C@@H]1O)N1C=CC2=C1N=CN=C2NC)C(=O)NCCNCCC2=CC(=CC=C2)OC2=CC=CC=C2